N-[5-(cyclopropylmethoxy)-4-(2-methyl-1-oxoisoquinolin-4-yl)pyrimidin-2-yl]-N-ethylmethanesulfonamide C1(CC1)COC=1C(=NC(=NC1)N(S(=O)(=O)C)CC)C1=CN(C(C2=CC=CC=C12)=O)C